N-[(2S)-1-piperazin-1-ylpropan-2-yl]-8-(trifluoromethoxy)quinazolin-4-amine hydrochloride Cl.N1(CCNCC1)C[C@H](C)NC1=NC=NC2=C(C=CC=C12)OC(F)(F)F